1-(6-(3-chloro-4-(1,6-dimethyl-1H-indazol-7-yl)-7,7-dimethyl-7,8-dihydro-5H-pyrano[4,3-b]pyridin-2-yl)-2,6-diazaspiro[3.4]octan-2-yl)-2-propen-1-one ClC=1C(=C2C(=NC1N1CC3(CN(C3)C(C=C)=O)CC1)CC(OC2)(C)C)C=2C(=CC=C1C=NN(C21)C)C